iron 5,10,15,20-tetrakis(pentafluorophenyl)porphyrin FC1=C(C(=C(C(=C1C=1C2=CC=C(N2)C(=C2C=CC(C(=C3C=CC(=C(C=4C=CC1N4)C4=C(C(=C(C(=C4F)F)F)F)F)N3)C3=C(C(=C(C(=C3F)F)F)F)F)=N2)C2=C(C(=C(C(=C2F)F)F)F)F)F)F)F)F.[Fe]